C(CCCCCCCCCCCCCCC)(=O)OC[C@@H](OO)COP(=O)(O)OC[C@H](N)C(=O)O 1-palmitoyl-2-hydroxy-sn-glycero-3-phospho-L-serine